(3-tridecylbicyclo[1.1.1]pentan-1-yl)methanol C(CCCCCCCCCCCC)C12CC(C1)(C2)CO